C12(CC(C1)C2)NC(=O)C=2C(N(C1=NC=C(C=C1C2O)C2=CC=C(C=C2)F)CC=O)=O N-(bicyclo[1.1.1]pentan-1-yl)-6-(4-fluorophenyl)-4-hydroxy-2-oxo-1-(2-oxoethyl)-1,2-dihydro-1,8-naphthyridine-3-carboxamide